C(CCCCCCCCCCC\C=C\CCCCCCCC)NC(CCCCCCCCCCCCCCCCC)=O N-[(E)-docos-13-enyl]octadecanamide